C[C@@H]1N[C@@H](CC(C1)CCO[C@@H]1CC[C@H](CC1)N1C(N(C(C1(C)C)=O)C1=CC(=C(C#N)C=C1)C(F)(F)F)=S)C 4-(3-(trans-4-(2-((2S,4s,6R)-2,6-dimethylpiperidin-4-yl)ethoxy)cyclohexyl)-4,4-dimethyl-5-oxo-2-thioxoimidazolidin-1-yl)-2-(trifluoromethyl)benzonitrile